ClC=1C=C(C=C(C1CC1=CC(=C(C=C1)O)C(C)C)C)NCC(=O)O (3-chloro-4-(4-hydroxy-3-isopropylbenzyl)-5-methylphenyl)glycine